C[NH+](CCCNC(CCCCCCCCCCC)=O)C N,N-dimethyl-N-(lauramidopropyl)ammonium